rac-(4s,5s)-4-amino-5-(5-chlorothiophene-2-yl)-5-methylpyrrolidin-2-one N[C@H]1CC(N[C@]1(C)C=1SC(=CC1)Cl)=O |r|